OC1CCC(CC1)N1C(C2=CC=CC=C2C1=O)=O 2-(4-hydroxycyclohexyl)isoindole-1,3-dione